(thiophene-2-sulfonamide) acrylate C(C=C)(=O)O.S1C(=CC=C1)S(=O)(=O)N